BrC=1C=C2CCC(C2=CC1)OC 5-bromo-1-methoxy-2,3-dihydro-1H-indene